C(C1=CC=CC=C1)OC(N(CCNC=1C=NN(C1)C)C)=O N-methyl-N-{2-[(1-methyl-1H-pyrazol-4-yl)amino]Ethyl}carbamic acid benzyl ester